C(CC(C)C)C1=NC(=NO1)NCC1=C(C=NN1C)C1=NC=C(C(=N1)C)O[C@@H]1C[C@H](CCC1)C(=O)O (1S,3S)-3-((2-(5-(((5-isopentyl-1,2,4-oxadiazol-3-yl)amino)methyl)-1-methyl-1H-pyrazol-4-yl)-4-methylpyrimidin-5-yl)oxy)cyclohexane-1-carboxylic acid